O=C1NC(CCC1C1=C(C(=O)N)C=CC=C1)=O (2,6-dioxopiperidin-3-yl)benzamide